2-(4-((4-((4-carbamimidoylbenzyl)carbamoyl)-1H-pyrazol-1-yl)methyl)phenyl)acetic acid C(N)(=N)C1=CC=C(CNC(=O)C=2C=NN(C2)CC2=CC=C(C=C2)CC(=O)O)C=C1